tert-butyl 2-benzyl-4-(1-(pyridin-3-ylmethyl)-1H-pyrazol-3-yl)-5,7-dihydro-6H-pyrrolo[3,4-d]pyrimidine-6-carboxylate C(C1=CC=CC=C1)C=1N=C(C2=C(N1)CN(C2)C(=O)OC(C)(C)C)C2=NN(C=C2)CC=2C=NC=CC2